C(C1=CC=CC=C1)OC1C=CC(C(C1OCC1=CC=CC=C1)OC1OC(C(C(C1OCC1=CC=CC=C1)OCC1=CC=CC=C1)OCC1=CC=CC=C1)COCC1=CC=CC=C1)CO (4,5-bis(benzyloxy)-6-((3,4,5-tris(benzyloxy)-6-((benzyloxy)methyl)tetrahydro-2H-pyran-2-yl)oxy)cyclohex-2-en-1-yl)methanol